ethyl 4,4-difluoro-5-hydroxyvalerate FC(CCC(=O)OCC)(CO)F